(1S,2R)-1-(2-chloro-5-fluorophenyl)-1-(3,6-dimethylpyrazin-2-yl)propan ClC1=C(C=C(C=C1)F)[C@H](CC)C1=NC(=CN=C1C)C